C(CCCCCCCCCCCCCCCCC)(=O)[O-].C(CCCCCCCCCCCCCCCCC)(=O)[O-].C(CC)[Sn+2]CCC dipropyltin distearate